C(C)(=O)NC=1C(=C(C=CC1)N1C=C(C=CC1=O)C(=O)N[C@H](C)C1=CC(=CC(=C1)C(F)(F)F)N)F 1-(3-acetamido-2-fluorophenyl)-N-[(1R)-1-[3-amino-5-(trifluoromethyl)phenyl]ethyl]-6-oxopyridine-3-carboxamide